1-(4-(4-amino-3-(4-phenoxyphenyl)-1H-pyrazolo[3,4-d]pyrimidin-1-yl)piperidin-1-yl)-2-(4-(azetidin-3-yloxy)piperidin-1-yl)ethan-1-one NC1=C2C(=NC=N1)N(N=C2C2=CC=C(C=C2)OC2=CC=CC=C2)C2CCN(CC2)C(CN2CCC(CC2)OC2CNC2)=O